COC=1C=C2C(=NC(=NC2=CC1OC)C)NC(C)C=1SC(=CC1)C=1C=C2C=CN(C2=CC1)C 6,7-dimethoxy-2-methyl-N-{1-[5-{1-methyl-1H-indol-5-yl}-thiophen-2-yl]ethyl}-quinazolin-4-amine